C(C)(C)(C)C1=CC(=NC=C1)NC1=CC=C(C=N1)C 6-((4-(tert-butyl)pyridin-2-yl)amino)-3-methylpyridine